3-[(1R)-1-(2-chlorophenyl)ethoxy]-5-[6-(1-methylpiperidin-4-yl)oxybenzimidazol-1-yl]thiophene-2-carboxamide ClC1=C(C=CC=C1)[C@@H](C)OC1=C(SC(=C1)N1C=NC2=C1C=C(C=C2)OC2CCN(CC2)C)C(=O)N